4,5-difluoro-2-nitroaniline FC1=CC(=C(N)C=C1F)[N+](=O)[O-]